di-tert-butyl ((6R)-5-((1,3-dioxoisoindolin-2-yl)methyl)-3,3-dimethylheptane-1,6-diyl)dicarbamate O=C1N(C(C2=CC=CC=C12)=O)CC(CC(CCNC(OC(C)(C)C)=O)(C)C)[C@@H](C)NC(OC(C)(C)C)=O